7-(5-(5-(6-oxa-3-azabicyclo[3.1.1]heptan-3-yl)-1,3,4-thiadiazol-2-yl)-4-(isopropylamino)pyridin-2-yl)pyrrolo[1,2-b]pyridazine-3-carbonitrile C12CN(CC(O1)C2)C2=NN=C(S2)C=2C(=CC(=NC2)C2=CC=C1N2N=CC(=C1)C#N)NC(C)C